FC=1C=C(C(=O)NCC=2N=NN(C2)[C@H](CC=2C=NC3=CC=CC=C3C2)CC(=O)NO)C=CC1F (R)-3,4-Difluoro-N-((1-(4-(hydroxyamino)-4-oxo-1-(chinolin-3-yl)butan-2-yl)-1H-1,2,3-triazol-4-yl)methyl)benzamid